(2S,4R)-N-[7-fluoro-2-(hydroxymethyl)indan-5-yl]-4-methoxy-pyrrolidine-2-carboxamide FC=1C=C(C=C2CC(CC12)CO)NC(=O)[C@H]1NC[C@@H](C1)OC